(4-amino-1-methyl-1H-pyrazolo[4,3-c]quinolin-8-yl)(3-(benzo[d]thiazol-5-yl)morpholinyl)methanone butyl-(3-bromopropyl)carbamate C(CCC)N(C(O)=O)CCCBr.NC1=NC=2C=CC(=CC2C2=C1C=NN2C)C(=O)N2C(COCC2)C=2C=CC1=C(N=CS1)C2